CC(CC([C@H](N[C@H](C=O)C[C@H]1C(NCC1)=O)N)N1C(C=CC=C1)=O)C (S)-4-methyl-N-((S)-1-oxo-3-((S)-2-oxopyrrolidin-3-yl)propan-2-yl)-2-(2-oxopyridin-1(2H)-yl)pentanediamine